ClC=1N=C2N(N=CC(=C2C(C)OC)NC(=O)NC2=CC(=NN2C)C(F)(F)F)C1 N-(2-chloro-8-(1-methoxyethyl)imidazo[1,2-b]pyridazin-7-yl)-N'-(1-methyl-3-(trifluoromethyl)-1H-pyrazol-5-yl)urea